N-(1-(3-methoxy-4-(trifluoromethyl)phenyl)-3-methyl-1H-pyrrolo[2,3-b]pyridin-5-yl)acrylamide COC=1C=C(C=CC1C(F)(F)F)N1C=C(C=2C1=NC=C(C2)NC(C=C)=O)C